ClC1=CC(=CC2=C1N(C(=N2)C=2N(C1=CC=CC=C1C2)CC2CC2)CC=2C=NN(C2)C)C(=O)N2C[C@@H](C[C@H](C2)F)N (3R,5R)-1-{7-chloro-2-[1-(cyclopropylmethyl)-1H-indol-2-yl]-1-[(1-methyl-1H-pyrazol-4-yl)methyl]-1H-1,3-benzodiazole-5-carbonyl}-5-fluoropiperidin-3-amine